2-[(2-chlorophenyl)methyl-amino]-5-[(2-fluoroanilino)methyl]-4H-[1,2,4]triazolo[1,5-a]pyrimidin-7-one ClC1=C(C=CC=C1)CNC1=NN2C(NC(=CC2=O)CNC2=C(C=CC=C2)F)=N1